FC1=C2C=CNC2=CC(=C1OC=1C=CC(=C(C1)C=1OC=C(N1)[C@@]1(COC2=C1C=CC=C2CC(=O)OCC)C)F)F ethyl (R)-2-(3-(2-(5-((4,6-difluoro-1H-indol-5-yl)oxy)-2-fluorophenyl)oxazol-4-yl)-3-methyl-2,3-dihydrobenzofuran-7-yl)acetate